FC1=C(C=C(C=C1)NC(=O)C1=CC2=C(N=CN2COCC[Si](C)(C)C)C(=C1)C)OC N-(4-fluoro-3-methoxy-phenyl)-7-methyl-3-(2-trimethylsilylethoxymethyl)benzimidazole-5-carboxamide